[Br-].FC=1C=C(C=CC1)CC[NH3+] 3-fluorophenylethyl-ammonium bromide